5-methyl-2-(4-methylpiperazin-1-yl)thiazole-4-carboxylic acid ethyl ester C(C)OC(=O)C=1N=C(SC1C)N1CCN(CC1)C